N[C@@H]1C2=CC=CC=C2CC12CCN(CC2)C=2NC(C1=C(N2)NN=C1C1(CC1)C1=CC(=CC=C1)C1=NN(N=C1)C)=O (S)-6-(1-amino-1,3-dihydrospiro[indene-2,4'-piperidine]-1'-yl)-3-(1-(3-(2-methyl-2H-1,2,3-triazol-4-yl)phenyl)cyclopropyl)-1,5-dihydro-4H-pyrazolo[3,4-d]pyrimidin-4-one